C(C(C)C)C=1C=C(C=CC1)C(CC(=O)O)C 3-(3-isobutylphenyl)butanoic acid